O=C1NC(CCC1N1C(N(C2=C1C=CC=C2C#CCOC[C@H]2CN(CCO2)C(=O)OC(C)(C)C)C)=O)=O tert-butyl (2R)-2-[3-[1-(2,6-dioxo-3-piperidyl)-3-methyl-2-oxo-benzimidazol-4-yl] prop-2-ynoxymethyl]morpholine-4-carboxylate